(E)-3-(dimethylamino)-N-((4-fluoro-2,6-diisopropylphenyl)carbamoyl)prop-1-ene-1-sulfonimidamide CN(C/C=C/S(=O)(NC(NC1=C(C=C(C=C1C(C)C)F)C(C)C)=O)=N)C